ClC1=NN2C(N=C(C=C2)N2[C@H](C[C@@H](C2)F)C2=C(C=CC(=C2)F)F)=C1NC(=O)NC1C(C1)(F)F 1-(2-chloro-5-((2R,4S)-2-(2,5-difluorophenyl)-4-fluoropyrrolidin-1-yl)pyrazolo[1,5-a]pyrimidin-3-yl)-3-(2,2-difluorocyclopropyl)urea